ClC=1C=C(OCCCN(C(=O)NC2=CC=C(C=C2)OC2=CC=CC=C2)CC2=CC=3N(C=C2)N=CC3)C=CC1 1-(3-(3-Chlorophenoxy)propyl)-3-(4-phenoxyphenyl)-1-(pyrazolo[1,5-a]pyridin-5-ylmethyl)urea